2-cyclopentyl-4-(3,5-dichlorophenoxy)-N-(4-(methylsulfonyl)but-3-en-2-yl)pyrimidine-5-carboxamide C1(CCCC1)C1=NC=C(C(=N1)OC1=CC(=CC(=C1)Cl)Cl)C(=O)NC(C)C=CS(=O)(=O)C